N-(4-((6-chloro-2-oxo-2,3-dihydro-1H-benzo[d]imidazol-1-yl)methyl)benzyl)acetamide ClC=1C=CC2=C(N(C(N2)=O)CC2=CC=C(CNC(C)=O)C=C2)C1